(3,4-dihydro-2H-pyrrol-5-yl)-1,5-dimethyl-1H-pyrazole trihydrochloride Cl.Cl.Cl.N=1CCCC1C1=NN(C(=C1)C)C